bromo-9'-fluoro-3'-methyl-spiro[cyclobutane-1,1'-pyrrolo[2,3-c]quinolin]-2'(3'h)-one BrC1=NC=2C=CC=C(C2C2=C1N(C(C21CCC1)=O)C)F